CC=1C=C(C=CC1)CCC(=O)O 3-(3-methyl-phenyl)propanoic acid